NCC=1C=C(C=CC1)N1N=C(C=C1C(=O)NC1=C(C=CC(=C1)C(C=1C=C(C=CC1)C)NCC1CC1)F)C(F)(F)F 1-(3-(aminomethyl)phenyl)-N-(5-((cyclopropylmethylamino)(m-tolyl)methyl)-2-fluorophenyl)-3-(trifluoromethyl)-1H-pyrazole-5-carboxamide